2-(2,6-dioxopiperidin-3-yl)-5-((4-(4-morpholino-6,7-dihydrothieno[3,2-d]pyrimidin-2-yl)piperazin-1-yl)methyl)isoindoline-1,3-dione O=C1NC(CCC1N1C(C2=CC=C(C=C2C1=O)CN1CCN(CC1)C=1N=C(C2=C(N1)CCS2)N2CCOCC2)=O)=O